2-amino-4-phenyl-4H-pyran-3-carbonitrile NC=1OC=CC(C1C#N)C1=CC=CC=C1